2-bromo-N-hydroxy-4-(pyridin-2-yloxy)benzamidine BrC1=C(C(=N)NO)C=CC(=C1)OC1=NC=CC=C1